BrC=1C=C(C=CC1)NC(=O)C=1[N+](=C(NC1C)C=1C=C(C(=CC1)OC)C1=C(C=CC=C1C)C)[O-] 4-((3-bromophenyl)carbamoyl)-2-(6-methoxy-2',6'-dimethyl-[1,1'-biphenyl]-3-yl)-5-methyl-1H-imidazole 3-oxide